triphenyl-phosphine telluride C1(=CC=CC=C1)P(C1=CC=CC=C1)(C1=CC=CC=C1)=[Te]